1-[1-(4-piperidyl)pyrazol-4-yl]hexahydropyrimidine-2,4-dione N1CCC(CC1)N1N=CC(=C1)N1C(NC(CC1)=O)=O